CC(C)CC(CC(C)C)O[Si](C1=C(C=CC=C1)OC)(OC(CC(C)C)CC(C)C)OC(CC(C)C)CC(C)C tris((2,6-dimethylheptane-4-yl)oxy)(2-methoxyphenyl)silane